CCCCCCCCCCCC\C=C/CC (Z)-hexadec-13-en